[Ru+3].C(C)(C)(C)C1=CC(=NC=C1)C1=NC=CC(=C1)C(C)(C)C.[C+4].[Ca+2].[Fe+2] iron-calcium carbon [4,4'-di-tert-butyl-(2,2')-bipyridine] ruthenium (III)